bis[2-[2,4,6-trioxo-3,5-bis[2-(3-oxobutanoyloxy)ethyl]-1,3,5-triazinan-1-yl] ethyl] hexanedioate C(CCCCC(=O)OCCN1C(N(C(N(C1=O)CCOC(CC(C)=O)=O)=O)CCOC(CC(C)=O)=O)=O)(=O)OCCN1C(N(C(N(C1=O)CCOC(CC(C)=O)=O)=O)CCOC(CC(C)=O)=O)=O